N1=CC(=CC=C1)CNC(=O)NC1=CC=C(C=C1)S(=O)(=O)N1C=CC=C1 1-(pyridin-3-ylmethyl)-3-[4-(1H-pyrrole-1-sulfonyl)phenyl]urea